[Fe+2].C(C=C)(=O)N1CCN(CCC1)C(C=C)=O 1,4-diacryloyl-homopiperazine iron(2+)